7-(4-(benzyloxy)phenyl)tetrahydro-1H-oxazolo[3,4-a]Pyrazin-3(5H)-one C(C1=CC=CC=C1)OC1=CC=C(C=C1)N1CC2N(CC1)C(OC2)=O